P(=O)([O-])(O)O.C(CC(=O)O)(=O)OF.[Li+] lithium fluoro (malonate) phosphate